propionic acid-propionic anhydride C(CC)(=O)OC(CC)=O